(pentafluoro phenyl) borate B(OC1=C(C(=C(C(=C1F)F)F)F)F)([O-])[O-]